2-(2-amino-1H-imidazol-1-yl)acetic acid NC=1N(C=CN1)CC(=O)O